N-isopropyl-acetamide C(C)(C)NC(C)=O